ClC=1C=CC2=C(C(C[C@@H](O2)C(=O)NC23CC(C2)(C3)C=3OC(=NN3)COC3=CC(=C(C=C3)Cl)F)=O)C1 (2R)-6-chloro-N-(3-{5-[(4-chloro-3-fluorophenoxy)methyl]-1,3,4-oxadiazol-2-yl}bicyclo[1.1.1]pent-1-yl)-4-oxo-3,4-dihydro-2H-1-benzopyran-2-carboxamide